4-((4-Chloro-2-(N-methylmethylsulfonamido)phenyl)amino)-6-((5-cyclopropylpyridin-2-yl)amino)-N-ethoxyNicotinamide ClC1=CC(=C(C=C1)NC1=CC(=NC=C1C(=O)NOCC)NC1=NC=C(C=C1)C1CC1)N(S(=O)(=O)C)C